C(C(=C)C)(=O)OC1C(=O)OCC1 α-methacryloxy-γ-butyrolactone